N-(3-(benzyl(butyl)amino)propyl)-4-(trifluoromethoxy)benzenesulfonamide C(C1=CC=CC=C1)N(CCCNS(=O)(=O)C1=CC=C(C=C1)OC(F)(F)F)CCCC